BrCCC (R)-1-bromopropane